2,2':5',2''-Terthiophene-4-carbaldehyde S1C(=CC(=C1)C=O)C=1SC(=CC1)C=1SC=CC1